C(C)OC(=O)C=1C(C=C2N([C@@H](COC3=C2C=C(C(=C3)O)Cl)C(C)C)C1)=O.ClCCOCCOCCOC1OCCCC1 2-(2-(2-(2-chloroethoxy)ethoxy)ethoxy)tetrahydro-2H-pyran ethyl-(R)-2-chloro-3-hydroxy-7-isopropyl-11-oxo-6,7-dihydro-11H-benzo[f]pyrido[1,2-d][1,4]oxazepine-10-carboxylate